N-[5-(2-Chloro-6-methyl-4-pyridyl)-4-(3-cyanophenyl)thiazol-2-yl]-3-(1-hydroxy-1-methyl-ethyl)morpholin-4-carboxamid ClC1=NC(=CC(=C1)C1=C(N=C(S1)NC(=O)N1C(COCC1)C(C)(C)O)C1=CC(=CC=C1)C#N)C